(2S,3R)-N-(2-Amino-4-(4-(trifluoromethyl)phenethyl)phenyl)-2,3-difluorooctanamid NC1=C(C=CC(=C1)CCC1=CC=C(C=C1)C(F)(F)F)NC([C@@H]([C@@H](CCCCC)F)F)=O